5-hydroxy-3-[2-(hydroxymethyl)-7-nitro-1H-indol-3-yl]-2,3-dihydro-1H-isoindol-1-one OC=1C=C2C(NC(C2=CC1)=O)C1=C(NC2=C(C=CC=C12)[N+](=O)[O-])CO